5-(benzylmethylamino)-2-(thieno[3,2-c]pyridin-4-yl)-4,5,6,7-tetrahydro-2H-indazol-3-ol C(C1=CC=CC=C1)N(C1CC2=C(N(N=C2CC1)C1=NC=CC2=C1C=CS2)O)C